(S)-1-((1r,4S)-4-fluorocyclohexyl)-3-(isoquinolin-4-yl)-2-oxoimidazolidine-4-carbonitrile FC1CCC(CC1)N1C(N([C@@H](C1)C#N)C1=CN=CC2=CC=CC=C12)=O